O=C1N(C(CC2=CC=CC=C12)=O)CCC(=O)NC=1C=C(C=CC1)NCCNC(OC(C)(C)C)=O tert-butyl (2-((3-(3-(1,3-dioxo-3,4-dihydroisoquinolin-2(1H)-yl)propanamido)phenyl)amino)ethyl)carbamate